C1(CCCCC1)N(C(\C=C\C1=CC=C(C=C1)OC)=O)C1=CSC=C1 (E)-N-cyclohexyl-3-(4-methoxyphenyl)-N-(3-thienyl)prop-2-enamide